1-(4-phenylthiophenyl)-octane-1,2-dione-2-oxime C1(=CC=CC=C1)SC1=CC=C(C=C1)C(C(CCCCCC)=NO)=O